(3-(3-fluoro-4-((2-isopropyl-1H-imidazol-1-yl)methyl)phenyl)-5-isobutylthiophene-2-yl)sulfonyl-carbamic acid ethyl ester C(C)OC(NS(=O)(=O)C=1SC(=CC1C1=CC(=C(C=C1)CN1C(=NC=C1)C(C)C)F)CC(C)C)=O